(4-(1-((tert-butoxycarbonyl)amino)-3,3-difluorocyclobutyl)-5-iodo-1H-1,2,3-triazol-1-yl)methyl pivalate C(C(C)(C)C)(=O)OCN1N=NC(=C1I)C1(CC(C1)(F)F)NC(=O)OC(C)(C)C